COC1=CC=C(C=C1)C(CC1=CN(C2=CC=CC=C12)C)(O)C1=CC=C(C=C1)OC 1,1-bis(4-Methoxyphenyl)-2-(1-methyl-1H-indol-3-yl)ethane-1-ol